(Z)-2-(5-fluoro-2-methyl-1-(4-(pyridin-2-yl)benzylidene)-1H-inden-3-yl)acetic acid FC=1C=C2C(=C(/C(/C2=CC1)=C/C1=CC=C(C=C1)C1=NC=CC=C1)C)CC(=O)O